BrC1=NN2C(C(NC3(CC3)C2C2CC2)=O)=C1 2-bromo-7-cyclopropyl-spiro[5,7-dihydropyrazolo[1,5-a]pyrazine-6,1'-cyclopropane]-4-one